ClC1=CC=C(C=C1)N1C(=NC=2NC(NC(C12)=O)=O)C1=C(C=C(C=C1)F)F 7-(4-chlorophenyl)-8-(2,4-difluorophenyl)-1,3-dihydropurine-2,6-dione